1-(4-acetylphenyl)-3-(3-ethyl-4-oxo-3,4-dihydroquinazolin-6-yl)urea C(C)(=O)C1=CC=C(C=C1)NC(=O)NC=1C=C2C(N(C=NC2=CC1)CC)=O